C(C)(C)NC(O[C@H]1[C@H](C[C@H](C1)C1=NN(C(=C1)NC=1C=2N(C=CN1)N=C(C2)COC)C(C)(C)C)F)=O |r| rac-(1R,2S,4S)-4-(1-(tert-butyl)-5-((2-(methoxymethyl)pyrazolo[1,5-a]pyrazin-4-yl)amino)-1H-pyrazol-3-yl)-2-fluorocyclopentyl isopropylcarbamate